N-((1-(Cyclopropylmethyl)-4-(6-(6-(difluoromethyl)imidazo[1,2-b]pyridazin-3-yl)pyrimidin-4-yl)-3-methylpiperazin-2-yl)methyl)methanesulfonamide C1(CC1)CN1C(C(N(CC1)C1=NC=NC(=C1)C1=CN=C2N1N=C(C=C2)C(F)F)C)CNS(=O)(=O)C